BrC1=C2C=CC=NC2=CC=C1N1C=NC(=C1)C1=NC(=NC=C1C(F)(F)F)NC1CCN(CC1)S(=O)(=O)C 4-(1-(5-bromoquinolin-6-yl)-1H-imidazol-4-yl)-N-(1-(methylsulfonyl)piperidin-4-yl)-5-(trifluoromethyl)pyrimidin-2-amine